1-Phenyl-3-(4'-isopropylphenyl)-propan-1,3-dion C1(=CC=CC=C1)C(CC(=O)C1=CC=C(C=C1)C(C)C)=O